ButylmethoxyDibenzoyl-Methane C(CCC)C(C(C1=CC=CC=C1)=O)(C(C1=CC=CC=C1)=O)OC